indazole-5-carboxylic acid 2-[(1,1-dimethylethoxy)carbonyl]Hydrazide CC(C)(OC(=O)NNC(=O)C=1C=C2C=NNC2=CC1)C